2-oxo-4-phosphonobutyrate O=C(C(=O)[O-])CCP(=O)(O)O